[N+](=O)([O-])C1=CC=C(C=C1)N1CC2=CN=CC=C2CC1 2-(4-Nitrophenyl)-1,2,3,4-tetrahydro-2,7-naphthyridine